NC1=C2C(=NC=N1)N(N=C2I)CC=2N(C(C=1C(=CC=NC1C2)C)=O)C2=C(C=CC=C2)C 7-((4-amino-3-iodo-1H-pyrazolo[3,4-d]pyrimidin-1-yl)methyl)-4-methyl-6-o-tolyl-1,6-naphthyridin-5(6H)-one